3-(chlorophenyl)phenanthrene ClC1=C(C=CC=C1)C=1C=CC=2C=CC3=CC=CC=C3C2C1